lithium-magnesium nitrogen Methyl 2-(4-(2-amino-5-chlorophenyl)-5-methoxy-2-oxopyridin-1(2H)-yl)-3-phenylpropionate NC1=C(C=C(C=C1)Cl)C1=CC(N(C=C1OC)C(C(=O)OC)CC1=CC=CC=C1)=O.[N].[Mg].[Li]